ClC1=CC=C(C(=N1)C=1C=C2C=CC(N(C2=CN1)CC(C(F)(F)F)(F)F)=O)SCC 6-(6-chloro-3-ethylsulfanyl-2-pyridyl)-1-(2,2,3,3,3-pentafluoropropyl)-1,7-naphthyridin-2-one